FC=1C(=C(C=CC1F)[C@H]1[C@@H](O[C@]([C@H]1C)(C(F)(F)F)C)C=1NC2=CC=NC(=C2C(C1)=O)O)OC 2-((2R,3S,4S,5R)-3-(3,4-Difluoro-2-methoxyphenyl)-4,5-dimethyl-5-(trifluoromethyl)tetrahydrofuran-2-yl)-5-hydroxy-1,6-naphthyridin-4(1H)-one